7-[[(1S)-1-[4-[(1S)-2-cyclopropyl-1-(4-prop-2-enoylpiperazin-1-yl)ethyl]phenyl]ethyl]amino]-1-ethyl-4H-pyrimido[4,5-d][1,3]oxazin-2-one disulphate S(=O)(=O)(O)OS(=O)(=O)O.C1(CC1)C[C@H](N1CCN(CC1)C(C=C)=O)C1=CC=C(C=C1)[C@H](C)NC=1N=CC2=C(N(C(OC2)=O)CC)N1